The molecule is a C-nitro compound that is imidazole bearing a nitro substituent at position 5. It is a member of imidazoles and a C-nitro compound. C1=C(NC=N1)[N+](=O)[O-]